(4aS,7aS,12bS)-3-(cyclopropylmethyl)-4a-hydroxy-7-methylene-2,3,4,4a,5,6,7,7a-octahydro-1H-4,12-methanobenzofuro[3,2-e]isoquinolin-9-yl stearate C(CCCCCCCCCCCCCCCCC)(=O)OC1=CC=C2C3=C1O[C@@H]1[C@]34CCN(C([C@@]4(CCC1=C)O)C2)CC2CC2